C(C)(=O)N1\C(\C(C2=CC=CC=C12)=O)=C/C1=NC2=CC=C(C=C2C=C1)OCCO (Z)-1-acetyl-2-((6-(2-hydroxyethoxy)quinolin-2-yl)methylene)indolin-3-one